BrC=1C2(C3=CC=C(C=C3C1)F)CCC1(CC2)OCCCO1 bromo-5''-fluorodispiro[[1,3]dioxan-2,1'-cyclohexane-4',1''-indene]